[K].CN(CCS(=O)(=O)NC(NC1=C2CCCC2=CC=2CCCC12)=O)C 2-(Dimethylamino)-N-((1,2,3,5,6,7-hexahydro-s-indacen-4-yl)carbamoyl)ethane-1-sulfonamide, potassium salt